C1=NN2C=3C(NCC=CC13)=NC(=C2)C(=O)OC Methyl 6,7-dihydro-2,2a,5,6-tetraazabenzo[cd]azulene-4-carboxylate